(S)-2-[4-chloro-2-(3-isoxazolyl)phenoxy]-3-methylbutyric acid ClC1=CC(=C(O[C@H](C(=O)O)C(C)C)C=C1)C1=NOC=C1